hydroxymethyl-(triethoxy)silane OC[Si](OCC)(OCC)OCC